O1CCN(CC1)N1C=C2C=CC=NC2=CC1=O 6-morpholino-1,6-naphthyridin-7(6H)-one